copper lead tin [Sn].[Pb].[Cu]